OC=CO 1,2-di-hydroxyethylene